[V].C1(=CC=CC=C1)C1=C2C=CC(C(=C3C=CC(=C(C=4C=CC(=C(C5=CC=C1N5)C5=CC=CC=C5)N4)C4=CC=CC=C4)N3)C3=CC=CC=C3)=N2 tetraphenylporphin vanadium